2,4-diphenyldibenzo[b,d]furan-1-amine C1(=CC=CC=C1)C1=C(C2=C(OC3=C2C=CC=C3)C(=C1)C1=CC=CC=C1)N